N-[(1R,3S)-3-{[6-chloro-2-(trifluoromethyl)quinolin-4-yl]amino}cyclohexyl]-1-(oxan-4-yl)-1H-pyrazole-4-carboxamide ClC=1C=C2C(=CC(=NC2=CC1)C(F)(F)F)N[C@@H]1C[C@@H](CCC1)NC(=O)C=1C=NN(C1)C1CCOCC1